4-(4-Benzylpiperazin-1-yl)-3-nitro-N-(pyridin-2-ylmethyl)benzenesulfonamide C(C1=CC=CC=C1)N1CCN(CC1)C1=C(C=C(C=C1)S(=O)(=O)NCC1=NC=CC=C1)[N+](=O)[O-]